C([O-])([O-])=O.[K+].C1(CC1)C=1C(=C2C=CNC2=C(C1)C)CN1[C@H](CC2(CC(C2)(F)F)CC1)C1=CC=C(C=C1)C1(COC1)O.[K+] (R)-3-(4-(7-((5-cyclopropyl-7-methyl-1H-indol-4-yl)methyl)-2,2-difluoro-7-azaspiro[3.5]nonan-6-yl)phenyl)oxetan-3-ol Potassium carbonate